C1(=CC=CC=C1)P(C1=C(C(=C(C(=C1F)F)F)F)F)C1=CC=CC=C1 diphenyl-(pentafluorophenyl)phosphine